N-(5-(4-(6-(4,4-difluoropiperidin-1-yl)pyridin-2-yl)-1H-1,2,3-triazol-1-yl)-6-(6-azaspiro[2.5]octan-6-yl)pyridin-2-yl)methanesulfonamide FC1(CCN(CC1)C1=CC=CC(=N1)C=1N=NN(C1)C=1C=CC(=NC1N1CCC2(CC2)CC1)NS(=O)(=O)C)F